C(C)(C)(C)OC(=O)NC[C@H](NC(=O)C=1N(C2=CC=C(C(=C2C1)Cl)Cl)C)C1=CC=C(C(=O)O)C=C1 |r| (±)-4-[2-(tert-butoxycarbonylamino)-1-[(4,5-dichloro-1-methyl-indole-2-carbonyl)amino]ethyl]benzoic acid